2-(aminoethoxy)benzamide NCCOC1=C(C(=O)N)C=CC=C1